(S)-1-(2-chloroacetyl)-7-(4-fluorobenzyl)-2-methyl-N-(((S)-tetrahydrofuran-2-yl)methyl)-2,3-dihydro-1H-pyrido[2,3-b][1,4]oxazine-6-carboxamide ClCC(=O)N1C2=C(OC[C@@H]1C)N=C(C(=C2)CC2=CC=C(C=C2)F)C(=O)NC[C@H]2OCCC2